C(C1=CC=CC=C1)OC=1C=C(C2=C(N=C(N=C2)NC2=CC=C(C=C2)N2CCN(CC2)C)N1)C#C 7-(benzyloxy)-5-ethynyl-N-[4-(4-methylpiperazin-1-yl)phenyl]pyrido[2,3-d]pyrimidin-2-amine